3-(4-{4-[(2S)-1-(4-amino-3-methoxybenzoyl)piperidin-2-yl]but-1-yn-1-yl}-1-oxo-3H-isoindol-2-yl)piperidine-2,6-dione NC1=C(C=C(C(=O)N2[C@@H](CCCC2)CCC#CC2=C3CN(C(C3=CC=C2)=O)C2C(NC(CC2)=O)=O)C=C1)OC